IC=1C(=NC2=CC=CC=C2C1)S(=O)(=O)O iodoquinoline-sulfonic acid